N=1C=2N(C=NC1)N=CC2 pyrazolo[1,5-a]-1,3,5-triazin